N-(tert-butyl)-5-isobutyl-3-(4-((4-methyl-5,7-dioxo-4,6-diazaspiro[2.4]heptan-6-yl)methyl)phenyl)thiophene-2-sulfonamide C(C)(C)(C)NS(=O)(=O)C=1SC(=CC1C1=CC=C(C=C1)CN1C(N(C2(CC2)C1=O)C)=O)CC(C)C